C(C1=CC=CC=C1)OC=1C=C(C=C(C(=O)Cl)C1)C(=O)Cl 5-(benzyloxy)isophthaloyl chloride